C(C)N(S(=O)(=O)N(CC)CC)CC N,N,N',N'-tetraethyl-sulfamide